6-((exo-8-Azabicyclo[3.2.1]octan-3-yl)oxy)-N-(4-([1,2,4]triazolo[1,5-a]pyridin-7-yloxy)-2-fluoro-3-methylphenyl)pyrido[3,4-d]pyrimidin-4-amine C12CC(CC(CC1)N2)OC2=CC1=C(N=CN=C1NC1=C(C(=C(C=C1)OC1=CC=3N(C=C1)N=CN3)C)F)C=N2